trans-4-((4-(2-(tert-Butyl)oxazol-4-yl)pyridin-2-yl)(((trans)-4-(4-methoxy-3-methylphenyl)cyclohexyl)methyl) carbamoyl)cyclohexyl (tetrahydro-2H-pyran-4-yl)carbamate O1CCC(CC1)NC(O[C@@H]1CC[C@H](CC1)C(N(C[C@@H]1CC[C@H](CC1)C1=CC(=C(C=C1)OC)C)C1=NC=CC(=C1)C=1N=C(OC1)C(C)(C)C)=O)=O